ClC=1C=C2C(=C(/C(/C2=CC1)=C/C1=CC=C(C=C1)OC1=CC=C(C=C1)C(C)C)C)CC(=O)O (Z)-2-(5-Chloro-1-(4-(4-isopropylphenoxy)benzylidene)-2-methyl-1H-inden-3-yl)acetic acid